FC1=CC=C(C=C1)N1N=CC2=C1C=C1CCN(C[C@]1(C2)C(=O)C2=NC=C(C=C2)OC)S(=O)(=O)C2=CC=C(C=C2)C(F)(F)F (R)-(1-(4-fluorophenyl)-6-((4-(trifluoromethyl)phenyl)sulfonyl)-4,4a,5,6,7,8-hexahydro-1H-pyrazolo[3,4-g]isoquinolin-4a-yl)(5-methoxypyridin-2-yl)methanone